[N+](=O)([O-])C1=CC(=C2C=CC3=C(C=CC4=CC=C1C2=C34)[N+](=O)[O-])[N+](=O)[O-] 1,3,6-Trinitropyrene